Guanosine-15N5-5'-monophosphate P(=O)(O)(O)OC[C@@H]1[C@H]([C@H]([C@@H](O1)[15N]1C=[15N]C=2C(=O)[15NH]C([15NH2])=[15N]C12)O)O